FC(C1=NC=CC(=C1)NC(=O)C=1C=NN(C1C(F)(F)F)C=1C=2C3=C(C(NC3=CC1)=C=O)C=CC2)F N-(2-(difluoromethyl)pyridin-4-yl)-1-(2-carbonyl-1,2-dihydrobenzo[cd]indol-6-yl)-5-(trifluoromethyl)-1H-pyrazole-4-carboxamide